FC(C1=CC=C(C=C1)N1CC(CC2=CC=CC=C12)NCCO)(F)F 2-((1-(4-(trifluoromethyl)phenyl)-1,2,3,4-tetrahydroquinolin-3-yl)amino)ethan-1-ol